O=C1OC2=C(N1)C=CC(=C2)C(=O)NC2C[C@H]1CC[C@@H](C2)N1S(=O)(=O)CC1CCNCC1 2-oxo-N-((1R,3R,5S)-8-(piperidin-4-ylmethylsulfonyl)-8-aza-bicyclo[3.2.1]oct-3-yl)-2,3-dihydrobenzo[d]oxazole-6-carboxamide